C1(CCC1)N1C2CC(CC1CC2)N2CCC(CC2)C=2C=C(C1=C(N(C(=N1)C1=CC=C(C=C1)S(=O)(=O)C)C)C2)C 6-(1-(8-cyclobutyl-8-azabicyclo[3.2.1]octan-3-yl)piperidin-4-yl)-1,4-dimethyl-2-(4-(methylsulfonyl)phenyl)-1H-benzo[d]imidazole